NC=1C=2N(C=CN1)C(=NC2Br)N2CCC1(CNC1=O)CC2 7-(8-amino-1-bromoimidazo[1,5-a]pyrazin-3-yl)-2,7-diazaspiro[3.5]nonan-1-one